ClC1=C(C=CC=C1)[C@@H]([C@@H](C)C=1N(C(C(=C(N1)C(=O)NC=1C=NOC1)O)=O)C)N1N=C(C=C1)C 2-((1r,2r)-1-(2-chlorophenyl)-1-(3-methyl-1H-pyrazol-1-yl)propan-2-yl)-5-hydroxy-N-(isoxazol-4-yl)-1-methyl-6-oxo-1,6-dihydropyrimidine-4-carboxamide